4-hydroxy-N'-(4-nitrobenzyl)benzohydrazide OC1=CC=C(C(=O)NNCC2=CC=C(C=C2)[N+](=O)[O-])C=C1